8-[(2S)-2-(7-carboxyheptoxy)-3-[2-[2-[2-(2-phenoxyethoxy)ethoxy]ethoxy]ethoxy]propoxy]octanoic acid C(=O)(O)CCCCCCCO[C@@H](COCCCCCCCC(=O)O)COCCOCCOCCOCCOC1=CC=CC=C1